C(=O)O.CNC=1N=CC(=C2C=C(N=CC12)NC(=O)[C@H]1CC12CC2)C2=NN1C(C=CC(=C1)N1CCOCC1)=N2 (S)-N-(8-(methylamino)-5-(6-morpholino-[1,2,4]triazolo[1,5-a]pyridin-2-yl)-2,7-naphthyridin-3-yl)spiro[2.2]pentane-1-carboxamide formate